(3Z,6Z,9Z,12Z,15Z)-tricosapentaene CCCCCCCCCCCCC/C=C/C=C/C=C/C=C/C=C